Boc-L-prolyl alcohol C(=O)(OC(C)(C)C)N1[C@@H](CCC1)C(=O)O